5-bromo-2-chloro-3-iodo-1H-pyrrolo[2,3-b]pyridine BrC=1C=C2C(=NC1)NC(=C2I)Cl